COC1=NC=C(C2=C1N=C(S2)NC(=O)C2(CC2)N)C2=CC=CC=C2 1-Amino-cyclopropanecarboxylic acid (4-methoxy-7-phenyl-thiazolo[4,5-c]pyridin-2-yl)-amide